ClC1=CN=C(C(=N1)N)SC1=C(C(=NC=C1)N1CCOCC1)Cl 6-Chloro-3-((3-chloro-2-morpholinopyridin-4-yl)thio)pyrazin-2-amine